COC1=CC=C(CN\N=C/C=2C(=NC=CN2)C(C)NC(C2=CC(=CC(=C2)C(F)(F)F)C(F)(F)F)=O)C=C1 (Z)-N-(1-(3-((2-(4-Methoxybenzyl)hydrazineylidene)methyl)pyrazin-2-yl)ethyl)-3,5-bis(trifluoromethyl)benzamide